OC=1C(=NC=C2C=CC=NC12)C(=O)OC1=C(C(=C(C(=C1F)F)F)F)F Perfluorophenyl 8-hydroxy-1,6-naphthyridine-7-carboxylate